6-bromo-8-ethyl-2,7-difluoroquinazoline BrC=1C=C2C=NC(=NC2=C(C1F)CC)F